O=C1NC(CCC1N1C(C2=CC=C(C=C2C1)CNC(=O)C=1COC2=C(C=C(C=C2C1)F)F)=O)=O N-((2-(2,6-dioxopiperidin-3-yl)-1-oxoisoindolin-5-yl)methyl)-6,8-difluoro-2H-chromene-3-carboxamide